C(C1=CC=CC=C1)N1CC(C1)CNC1=NC=NC2=C(C=C(C=C12)C1=CC=C(C=C1)F)OC N-[(1-Benzylazetidin-3-yl)methyl]-6-(4-fluorophenyl)-8-methoxy-quinazolin-4-amine